The molecule is a member of quinolines and an organic iodide salt. It has a role as a fluorochrome. It contains a cryptocyanin cation. CCN1C=C/C(=C\\C=C\\C2=CC=[N+](C3=CC=CC=C23)CC)/C4=CC=CC=C41.[I-]